CC1=NN(C(C1)=O)C1=CC=C(C(=O)O)C=C1 4-(3-methyl-5-oxo-4H-pyrazol-1-yl)benzoic acid